[Sn+4].[O-2].[In+3] indium oxide Tin